C(C1=CC=CC=C1)N(C(C1=CC(=CC=C1)Br)=O)CC(=O)N[C@H]1[C@H]2CC[C@@H](C1)N2C#N N-benzyl-3-bromo-N-(2-(((1R,2R,4S)-7-cyano-7-azabicyclo[2.2.1]heptan-2-yl)amino)-2-oxoethyl)benzamide